COC=1C(=NC=CC1)OCC=O 2-((3-methoxypyridin-2-yl)oxy)ethan-1-one